Tert-Butyl N-[(E)-2-[[2-(2-amino-2-oxo-ethyl)-1-oxo-3,4-dihydroisoquinolin-6-yl]oxymethyl]-3-fluoro-allyl]carbamate NC(CN1C(C2=CC=C(C=C2CC1)OC\C(\CNC(OC(C)(C)C)=O)=C\F)=O)=O